C(C)N1N=NC=C1 ethyl-1H-1,2,3-triazol